5-fluorobenzo[d][1,3]dioxol FC1=CC2=C(OCO2)C=C1